(3R,5R)-tertbutyl 3-(2-bromo-6-chloropyridin-4-yl)-5-methyl-4-(methylsulfonyl)piperazine-1-carboxylate BrC1=NC(=CC(=C1)[C@@H]1CN(C[C@H](N1S(=O)(=O)C)C)C(=O)OC(C)(C)C)Cl